2-oxo-4-amino-pyrimidin-1-yl-(cytosine) O=C1N(C=CC(=N1)N)NC1=NC(NC=C1)=O